NC=1C(=NC(=CN1)C1=NC(=NC=C1F)N1CCOCC1)C(=O)NC1=NC=CC=C1N1CCC(CC1)(C)N 3-amino-N-(3-(4-amino-4-methylpiperidin-1-yl)pyridin-2-yl)-6-(5-fluoro-2-morpholinopyrimidin-4-yl)pyrazine-2-carboxamide